8,10-DODECADIEN-1-OL C(CCCCCCC=CC=CC)O